ClC1=CC=C(C=C1)N1N=C2C(=N1)C=C(C(=C2)NC(=S)N)C [2-(4-chlorophenyl)-6-methyl-benzotriazol-5-yl]thiourea